FC1=C(N[C@H](C(=O)O)C)C=C(C=C1)F (2S)-2-(2,5-difluoroanilino)propanoic acid